The molecule is a member of the class of benzoic acids that is benzoic acid substituted by an acetoxy group at position 4. It is a member of benzoic acids and a member of phenyl acetates. CC(=O)OC1=CC=C(C=C1)C(=O)O